N-(2-chlorophenyl)-1,2-diphenylbenzo[e]benzimidazole-7-amine ClC1=C(C=CC=C1)NC1=CC2=C(C3=C(N=C(N3C3=CC=CC=C3)C3=CC=CC=C3)C=C2)C=C1